ClC=1C=C(C(=O)NC2CC23CCN(CC3)CC(C(C)(C)C)O)C=C(C1)Cl 3,5-dichloro-N-(6-(2-hydroxy-3,3-dimethylbutyl)-6-azaspiro[2.5]oct-1-yl)benzamide